6-[(1E)-2-phenylethenyl]morpholine C1(=CC=CC=C1)/C=C/C1OCCNC1